ClC1=C(C2=C(NC(O[C@@]23CN(CCC3)C(=O)C3=CN=C(N3)[C@H](O)C3=CC=C(C=C3)F)=O)C=C1)F (R)-6-Chloro-5-fluoro-1'-(2-((R)-(4-fluorophenyl)(hydroxy)methyl)-1H-imidazole-5-carbonyl)spiro[benzo[d][1,3]oxazine-4,3'-piperidin]-2(1H)-one